2-butoxy-7-(4-(1-methylpyrrolidin-2-yl)benzyl)-5H-pyrrolo[3,2-d]pyrimidin-4-amine C(CCC)OC=1N=C(C2=C(N1)C(=CN2)CC2=CC=C(C=C2)C2N(CCC2)C)N